C1(CC1)OC1=C(C(=O)NC)C=CN=C1C=O 3-CYCLOPROPOXY-2-FORMYL-N-METHYLISONICOTINAMIDE